3-[5-(9H-carbazol-3-ylmethoxy)-2-formylphenoxymethyl]Benzonitrile C1=CC(=CC=2C3=CC=CC=C3NC12)COC=1C=CC(=C(OCC=2C=C(C#N)C=CC2)C1)C=O